3-(5-(((1R,2S)-2-(isoindolin-2-yl)cyclopentyl)oxy)-1-oxoisoindolin-2-yl)piperidine-2,6-dione C1N(CC2=CC=CC=C12)[C@@H]1[C@@H](CCC1)OC=1C=C2CN(C(C2=CC1)=O)C1C(NC(CC1)=O)=O